sodium styrenesulfonate sodium [Na+].C(=CC1=CC=CC=C1)S(=O)(=O)[O-].[Na+].C(=CC1=CC=CC=C1)S(=O)(=O)[O-]